3-Fluoro-5-((4-(((S)-2-fluoro-1-phenylethyl)amino)-5-(5-(2-hydroxypropan-2-yl)-1,3,4-oxadiazol-2-yl)pyridin-2-yl)amino)-3-methylisoindolin-1-one FC1(NC(C2=CC=C(C=C12)NC1=NC=C(C(=C1)N[C@H](CF)C1=CC=CC=C1)C=1OC(=NN1)C(C)(C)O)=O)C